ClC1=CC=NC(=C1C(=O)NCC1=C(C=C(C=C1)F)F)OC 4-chloro-N-(2,4-difluorobenzyl)-2-methoxynicotinamide